6-((4-hydroxypiperidin-1-yl)methyl)thieno[2,3-b]pyridine-2-carboxamide OC1CCN(CC1)CC1=CC=C2C(=N1)SC(=C2)C(=O)N